6-tertiary butyl-2-isopropylanisole C(C)(C)(C)C1=CC=CC(=C1OC)C(C)C